4-bromo-6-chloro-3-(4-chloro-1-piperidinyl)quinoline BrC1=C(C=NC2=CC=C(C=C12)Cl)N1CCC(CC1)Cl